4-morpholinosulfonylmorpholin O1CCN(CC1)S(=O)(=O)N1CCOCC1